FC1=CC(=C(C=C1)C1=CC(=NC=N1)NC1CCOCC1)[N+](=O)[O-] 6-(4-fluoro-2-nitrophenyl)-N-(tetrahydro-2H-pyran-4-yl)pyrimidin-4-amine